8-(4-((5-methyl-1H-pyrazol-3-yl)amino)thieno[3,2-d]pyrimidin-2-yl)-2,9-diazaspiro[5.5]undecan-1-one CC1=CC(=NN1)NC=1C2=C(N=C(N1)C1CC3(CCCNC3=O)CCN1)C=CS2